Norbornenen C12=CC=C(CC1)C2